OC(C(C(=O)NO)C1N(CCC(C1)C(=O)N)CC=1C(=C(C=CC1)C1=CC=CC=C1)C)C (3-hydroxy-1-(hydroxyamino)-1-oxobutan-2-yl)-1-((2-methyl-[1,1'-biphenyl]-3-yl)methyl)piperidine-4-carboxamide